CO[Si]1(N(CCC1)CCC(C)([Si](C)(C)O[SiH](C)C)CC[Si](OC)(OC)OC)C 2-methoxy-2-methyl-N-[(trimethoxysilyl)ethyldimethylsiloxy-dimethylsilyl(methyl)propyl]-1-aza-2-silacyclopentane